C(C1=CC=CC=C1)O[C@H]1[C@@H](O[C@@H]([C@H]1OCC1=CC=CC=C1)COCC1=CC=CC=C1)C1=CN=C2C(=NC(=NN21)Cl)NC2CCCC2 7-[(2S,3S,4R,5R)-3,4-bis(benzyloxy)-5-[(benzyloxy)methyl]oxolan-2-yl]-2-chloro-N-cyclopentylimidazo[2,1-f][1,2,4]triazin-4-amine